N-[9-[(2R,3S,4R,5R)-4-fluoro-3-hydroxy-5-(hydroxymethyl)oxapent-2-yl]-9H-purin-6-yl]benzamide F[C@@H]([C@H]([C@@H](O)N1C2=NC=NC(=C2N=C1)NC(C1=CC=CC=C1)=O)O)CCO